C(=O)O.NCCC[C@H](C(C)C)N1CC2(C1)CN(CC2)C=2N=C(N=NC2OC2=C(C(=O)N(C(C)C)CC)C=C(C=C2)F)OC (R)-2-((5-(2-(6-amino-2-methylhexan-3-yl)-2,6-diazaspiro[3.4]octan-6-yl)-3-methoxy-1,2,4-triazin-6-yl)oxy)-N-ethyl-5-fluoro-N-isopropylbenzamide formate